NC1=C(C(=NN1C(C)C)C1=NC=C(C=C1)C(C)C(NC1=CC(=NO1)C1=C(C=C(C=C1)Cl)Cl)=O)C(=O)N 5-Amino-3-[5-(1-[[3-(2,4-dichlorophenyl)-1,2-oxazol-5-yl]carbamoyl]ethyl)pyridin-2-yl]-1-isopropylpyrazole-4-carboxamide